4-((6-carbamoyl-1,3-benzodiazol-1-yl)methyl)phenylboronic acid C(N)(=O)C=1C=CC2=C(N(C=N2)CC2=CC=C(C=C2)B(O)O)C1